BrC1=CC=C(S1)N(C=O)C1=C(C=CC=C1F)F (5-bromo(2-thienyl))-N-(2,6-difluorophenyl)formamide